tert-Butyl-((7R)-2-(2-chloro-3-methylbenzofuran-6-carbonyl)-2-azabicyclo[2.2.1]heptan-7-yl)carbamate C(C)(C)(C)OC(N[C@H]1C2N(CC1CC2)C(=O)C2=CC1=C(C(=C(O1)Cl)C)C=C2)=O